C1=NN=CC=C1 carbadiazine